CS(=O)(=O)N1CCC(CC1)C1=C(N=CC=2N1N=C(N2)N)C=2C=NNC2 (1-(methylsulfonyl)piperidin-4-yl)-6-(1H-pyrazol-4-yl)-[1,2,4]triazolo[1,5-a]pyrazin-2-amine